((3R,4S)-3-fluoro-1-(methylsulfonyl)piperidin-4-yl)-4-(2-methyl-1H-imidazol-4-yl)-5-(trifluoromethyl)pyrimidin-2-amine F[C@H]1CN(CC[C@H]1C1=C(C(=NC(=N1)N)C=1N=C(NC1)C)C(F)(F)F)S(=O)(=O)C